FC1C=CC(C(C1C#N)C#N)F 3,6-difluoro-4,5-dicyanocyclohexene